(2R,5S)-tert-Butyl 4-(6-(5-Bromo-1-methyl-2-oxo-1,2-dihydropyridin-3-ylamino)pyridin-3-yl)-2,5-dimethylpiperazine-1-carboxylate BrC=1C=C(C(N(C1)C)=O)NC1=CC=C(C=N1)N1C[C@H](N(C[C@@H]1C)C(=O)OC(C)(C)C)C